C1(=CC(=C2C=CC=3C(=CC(=C4C=CC1=C2C34)S(=O)(=O)[O-])S(=O)(=O)[O-])S(=O)(=O)[O-])S(=O)(=O)[O-].[Na+].[Na+].[Na+].[Na+] tetrasodium 1,3,6,8-PyreneTetrasulfonate Salt